N-[(1S)-1-cyano-2-{4'-cyano-[1,1'-biphenyl]-4-yl}ethyl]-4-(dimethylamino)oxane-4-carboxamide C(#N)[C@H](CC1=CC=C(C=C1)C1=CC=C(C=C1)C#N)NC(=O)C1(CCOCC1)N(C)C